C1(CC1)C1=NC=NC(=C1C1=NC(=CC(=N1)OCC=1C=NC(=C(C1)F)C=1N(C=C(N1)C(F)(F)F)CC1CC1)C)OC 2-(4-cyclopropyl-6-methoxy-pyrimidin-5-yl)-4-[[6-[1-(cyclopropylmethyl)-4-(trifluoromethyl)imidazol-2-yl]-5-fluoro-3-pyridyl]methoxy]-6-methyl-pyrimidine